3-(5-((4-(2-((S)-4-(4-chlorophenyl)-2,3,9-trimethyl-6H-thieno[3,2-f][1,2,4]triazolo[4,3-a][1,4]diazepin-6-yl)acetyl)piperazin-1-yl)methyl)-1-oxoisoindolin-2-yl)piperidine-2,6-dione ClC1=CC=C(C=C1)C1=N[C@H](C=2N(C3=C1C(=C(S3)C)C)C(=NN2)C)CC(=O)N2CCN(CC2)CC=2C=C3CN(C(C3=CC2)=O)C2C(NC(CC2)=O)=O